N-(4-fluorophenyl)-6-(hydroxymethyl)-N-methylpyridineamide FC1=CC=C(C=C1)N(C(=O)C1=NC(=CC=C1)CO)C